COC1=C(C=CC=C1[N+](=O)[O-])N1N=CN=C1 (2-methoxy-3-nitrophenyl)-1H-1,2,4-triazole